3-pyrazol-1-yl-pyridine-4-carboxamide N1(N=CC=C1)C=1C=NC=CC1C(=O)N